C12CN(CC2C1)C1=NC=C(C=C1C#N)Br 2-{3-azabicyclo[3.1.0]hex-3-yl}-5-bromopyridine-3-carbonitrile